ClC=1C=C(C=NC1C(F)(F)F)[C@H](NC(=O)N1[C@@H](C(NCC1)=O)C)C1=CC(=C(C=C1)OC(F)(F)F)F (2R)-N-((R)-(5-chloro-6-(trifluoromethyl)pyridin-3-yl)(3-fluoro-4-(trifluoromethoxy)-phenyl)methyl)-2-methyl-3-oxopiperazine-1-carboxamide